3-(cyclopropylmethyl)-6-(2-hydroxy-3,3-dimethylbutan-2-yl)-7-methoxy-1,2,3,4,5,6,7,7a-octahydro-4a,7-ethano-4,12-methanobenzofuro[3,2-e]isoquinolin-9-ol C1(CC1)CN1C2C34CC(C(C5C3(CC1)C1=C(O5)C(=CC=C1C2)O)(CC4)OC)C(C)(C(C)(C)C)O